O1[C@@H](COCC1)COC=1C=NC=CC1CN 1-(3-{[(2S)-1,4-dioxan-2-yl]methoxy}pyridin-4-yl)methylamine